C(C)(C)(C)N(C(=O)OC1=C(C2=CC=CC=C2C=C1)C1OCCS1)[C@H](C(=O)NC1=CC=C(C=C1)C=1C(=NOC1C)C)C1CCC(CC1)C (1,3-oxathiolan-2-yl)naphthalene-2-ol tert-butyl-((S)-2-((4-(3,5-dimethylisoxazol-4-yl)phenyl)amino)-1-((1r,4S)-4-methylcyclohexyl)-2-oxoethyl)carbamate